(3R)-3-[8-amino-1-[4-[[4-(trifluoromethyl)-2-pyridinyl]carbamoyl]phenyl]imidazo[1,5-a]pyrazin-3-yl]piperidine-1-carboxylic acid benzyl ester C(C1=CC=CC=C1)OC(=O)N1C[C@@H](CCC1)C1=NC(=C2N1C=CN=C2N)C2=CC=C(C=C2)C(NC2=NC=CC(=C2)C(F)(F)F)=O